OC1=NC(=CC=C1CN1C(C2=CC=C(C=C2C=N1)S(=O)(=O)C1=CC=C(C=C1)OC)=O)C 2-((2-hydroxy-6-methylpyridin-3-yl)methyl)-6-(4-methoxyphenylsulfonyl)phthalazin-1(2H)-one